4-bromo-N-((S)-(4-(tert-butyl)phenyl)((R)-2'-iodo-6,6'-dimethyl-[1,1'-biphenyl]-2-yl)-λ4-sulfaneylidene)benzamide BrC1=CC=C(C(=O)N=[S@](C2=C(C(=CC=C2)C)C2=C(C=CC=C2C)I)C2=CC=C(C=C2)C(C)(C)C)C=C1